FC1=CC(=C(C=C1)C=1C=C2C(=NC1)NC(N2CC(=O)N)=O)OC 2-[6-(4-fluoro-2-methoxy-phenyl)-2-oxo-3H-imidazo[4,5-b]Pyridin-1-yl]Acetamide